2-{6-[(3R)-3-(cyclobutylamino)pyrrolidin-1-yl]pyridazin-3-yl}-5-(1H-pyrazol-4-yl)phenol C1(CCC1)N[C@H]1CN(CC1)C1=CC=C(N=N1)C1=C(C=C(C=C1)C=1C=NNC1)O